4-hexyl-piperidine C(CCCCC)C1CCNCC1